C(C)(C)(C)C=1OC=C(N1)C(=O)N[C@@H]1C2=C(CN(CC1)C1COC1)C=C(C=C2)C2=NC=NC(=N2)NC2=NN(C=C2)C (S)-2-(tert-butyl)-N-(8-(4-((1-methyl-1H-pyrazol-3-yl)amino)-1,3,5-triazin-2-yl)-2-(oxetan-3-yl)-2,3,4,5-tetrahydro-1H-benzo[c]azepin-5-yl)oxazole-4-carboxamide